6-(4-fluoro-3-(1-methyl-1H-pyrazol-4-yl)-1H-pyrazolo[3,4-c]pyridin-5-yl)-2,3-dihydro-1H-inden-1-amine FC1=C2C(=CN=C1C1=CC=C3CCC(C3=C1)N)NN=C2C=2C=NN(C2)C